C(C)(C)(C)OC(=O)N1[C@H](CC(CC1)=O)C Tert-butyl-(S)-2-methyl-4-oxopiperidine-1-carboxylate